ClC=1C=C(C=CC1)C1=NN=C(O1)C=1C=CC(N(N1)CC=1C=NC=C(C1)F)=O 6-(5-(3-chlorophenyl)-1,3,4-oxadiazol-2-yl)-2-((5-fluoropyridin-3-yl)methyl)pyridazin-3(2H)-one